FC1=C(C=CC(=C1)F)C(C(=O)OC)CO methyl 2-(2,4-difluorophenyl)-3-hydroxypropionate